ClC1=CC=C2C(=N1)N(C(=N2)C)C(C)C 5-chloro-2-methyl-3-propan-2-ylimidazo[4,5-b]pyridine